4-chloro-5-methyl-2-(trimethylstannyl)pyridine ClC1=CC(=NC=C1C)[Sn](C)(C)C